FC1=NC=CC=C1C=1C=NC=2CCN(CC2C1)C1=C(C=C(C=N1)C(=O)NCC=1SC=CN1)C 6-[3-(2-fluoro-3-pyridyl)-7,8-dihydro-5H-1,6-naphthyridin-6-yl]-5-methyl-N-(thiazol-2-ylmethyl)pyridine-3-carboxamide